(R)-N-(6-(1-((3R,4R)-4-hydroxy-3-methyltetrahydrofuran-3-yl)piperidin-4-yl)-7-methylisoquinolin-3-yl)-6-oxaspiro[2.5]octane-1-carboxamide O[C@@H]1[C@](COC1)(C)N1CCC(CC1)C=1C=C2C=C(N=CC2=CC1C)NC(=O)[C@@H]1CC12CCOCC2